5-bromo-4-fluoro-3-methylbenzo[d]oxazol-2(3H)-one BrC=1C=CC2=C(N(C(O2)=O)C)C1F